C1(CC1)C=1C(=NC=NC1)N1CCC(CC1)(C(=O)O)CC(N(C1=CC=CC=C1)C1=CC=CC=C1)=O 1-(5-cyclopropylpyrimidin-4-yl)-4-[2-oxo-2-(N-phenylanilino)ethyl]piperidine-4-carboxylic acid